N-(2-methoxybenzyl)-1-(3,4-methylenedioxyphenyl)-2-aminoethane COC1=C(CNCCC2=CC3=C(C=C2)OCO3)C=CC=C1